2-amino-5-(2-deoxy-β-D-ribofuranosyl)pyridine NC1=NC=C(C=C1)[C@H]1C[C@H](O)[C@H](O1)CO